CC(C)[C@H]([C@H](CC=C)C)S(=O)(=O)N (3R,4S)-2,4-DIMETHYLHEPT-6-ENE-3-SULFONAMIDE